5-bromo-3-[(1R)-1-(1-methyl-1H-pyrazol-3-yl)ethoxy]-2-nitropyridine BrC=1C=C(C(=NC1)[N+](=O)[O-])O[C@H](C)C1=NN(C=C1)C